C(C1=CC=CC=C1)NC(C=[N+]=[N-])=O N-benzyldiazoacetamide